C(C)OC(O)O.CC(CC)NC[Si](OCC)(OCC)OCC N-but-2-yl-aminomethyl-triethoxysilane Ethyl-orthoformate